N1(N=CN=C1)CC(=O)N1CC=2N(C=3C(=C(C=C(C3C2C=2C=NNC2)OCC#N)Cl)Cl)CC1 2-((2-(2-(1H-1,2,4-Triazol-1-yl)acetyl)-6,7-dichloro-10-(1H-pyrazol-4-yl)-1,2,3,4-tetrahydropyrazino[1,2-a]indol-9-yl)oxy)acetonitrile